OC(C)(C)C=1C=CC(=NC1)C=1C=NC(=CC1NC1=NC(=CC(=C1)C1CCOCC1)S(=O)(=O)C)NC(C)=O N-(5-(2-hydroxypropan-2-yl)-4'-((6-(methylsulfonyl)-4-(tetrahydro-2H-pyran-4-yl)pyridin-2-yl)amino)-[2,3'-bipyridin]-6'-yl)acetamide